(3aS,6aS)-5-[4,6-dimethyl-2-(trifluoromethyl)pyrimidin-5-yl]sulfonyl-2-(oxan-4-ylmethyl)-1,3,3a,4,6,6a-hexahydropyrrolo[3,4-c]pyrrole CC1=NC(=NC(=C1S(=O)(=O)N1C[C@H]2[C@H](C1)CN(C2)CC2CCOCC2)C)C(F)(F)F